NC1=NC(=C2N=CN(C2=N1)CC1=CC(=C(C=C1)N)C(F)(F)F)C1=NC=CC(=C1)C#N 2-[2-amino-9-[[4-amino-3-(trifluoromethyl)phenyl]methyl]purin-6-yl]pyridine-4-carbonitrile